CN1N(C(C=C1)=O)C1=C(C#N)C=CC=C1 (2-methyl-5-oxo-2,5-dihydro-1H-pyrazol-1-yl)benzonitrile